C1(=C(C(=CC=C1)C)C)C(=O)C1=C(C(=CC=C1)C)C xylylketone